2-methyl-2-buten-1-one CC(C=O)=CC